trans-1,3,3,3-tetrafluoropropan-1-ene F\C=C\C(F)(F)F